1-(4-((2-oxo-4-(trifluoromethyl)-2H-benzopyran-7-yl)amino)phenyl)cyclopropane-1-carbonitrile O=C1OC2=C(C(=C1)C(F)(F)F)C=CC(=C2)NC2=CC=C(C=C2)C2(CC2)C#N